(3-(sec-butyl)-indenyl)hafnium C(C)(CC)C1=CC(C2=CC=CC=C12)[Hf]